C(=O)OC1=CC=CC=C1 phenyl format